C12(CC3CC(CC(C1)C3)C2)NC(COC2=NC(=NC(=C2F)OC)SC)=O N-(adamantan-1-yl)-2-((5-fluoro-6-methoxy-2-(methylthio)pyrimidin-4-yl)oxy)acetamide